S1C=NC=2C=NC=CC21 [1,3]thiazolo[4,5-c]pyridin